N-(1-decyl)-4-picolinamide C(CCCCCCCCC)NC(C1=CC=NC=C1)=O